N-(5-chloro-6-(2H-1,2,3-triazol-2-yl)pyridin-3-yl)-5-(2-fluorophenyl)-4-methylnicotinamide ClC=1C=C(C=NC1N1N=CC=N1)NC(C1=CN=CC(=C1C)C1=C(C=CC=C1)F)=O